(2R,3R,4S,5R)-2-[6-(2-azaspiro[4.5]decan-2-yl)-2-chloro-purin-9-yl]-5-[2-[diisopropoxyphosphorylmethyl-(ethoxy)phosphoryl]ethyl]tetrahydrofuran-3,4-diol C1N(CCC12CCCCC2)C2=C1N=CN(C1=NC(=N2)Cl)[C@@H]2O[C@@H]([C@H]([C@H]2O)O)CCP(=O)(OCC)CP(=O)(OC(C)C)OC(C)C